ClC1=C(C=CC=C1Cl)C=1C=2N(C(=NC1)N1CCC3(CCC[C@H]3N[S@](=O)C(C)(C)C)CC1)C=CN2 (R)-N-((R)-8-(8-(2,3-dichlorophenyl)imidazo[1,2-c]pyrimidin-5-yl)-8-azaspiro[4.5]decan-1-yl)-2-methylpropane-2-sulfinamide